1-[6-[3-(6-methyl-2-pyridyl)-1H-pyrazol-4-yl]-1,5-naphthyridin-3-yl]piperidin-4-ol CC1=CC=CC(=N1)C1=NNC=C1C=1N=C2C=C(C=NC2=CC1)N1CCC(CC1)O